gallium-iron-oxide [O-2].[Fe+2].[Ga+3]